C(C)O[Si](\C=C/C1=CC=CC=C1)(OCC)OCC (Z)-1-triethoxysilyl-2-phenylethene